NC1C2=C(N(C(=C2CCC1)C(=O)NC1=CC(=C(C=C1)F)Cl)C)C 4-amino-N-(3-chloro-4-fluorophenyl)-2,3-dimethyl-4,5,6,7-tetrahydro-2H-isoindole-1-carboxamide